C(\C=C\C)N1C(C2=C(C(=C1)C=1C=C(C(=O)O)C=CC1OC)C=CN2)=O 3-[6-[(E)-but-2-enyl]-7-oxo-1H-pyrrolo[2,3-c]pyridin-4-yl]-4-methoxy-benzoic acid